C(C)(C)(C)OC(=O)N(C=1C(=NC(=CC1)/C=N/N)C(=O)OC)C(=O)OC(C)(C)C Methyl (E)-3-(di-tert-butoxycarbonylamino)-6-(hydrazineylidenemethyl)-picolinate